C1(=CC=CC=C1)C1=CC(C2=CC=CC=C12)=[Ru-]Cl [3-phenyl-1H-inden-1-ylidene]ruthenium(II) chloride